C1(CC1)OC=1C(=NC=CC1)N1CCNCC1 1-[3-(cyclopropoxy)-2-pyridyl]piperazine